(S)-quinuclidin-3-yl (5-(3-methoxyphenyl)-2,2-dimethyl-2,3-dihydro-1H-inden-1-yl)carbamate COC=1C=C(C=CC1)C=1C=C2CC(C(C2=CC1)NC(O[C@@H]1CN2CCC1CC2)=O)(C)C